2,2-difluoro-ethanimidic acid FC(C(O)=N)F